(3R)-3-amino-5-[(4-chlorophenyl)methyl]-8-fluoro-7-[5-(isopropylamino)-1,3,4-oxadiazol-2-yl]-1,1-dioxo-2,3-dihydro-1lambda6,5-benzothiazepin-4-one N[C@H]1CS(C2=C(N(C1=O)CC1=CC=C(C=C1)Cl)C=C(C(=C2)F)C=2OC(=NN2)NC(C)C)(=O)=O